(6-(2H-1,2,3-triazol-2-yl)-5-(trifluoromethyl)pyridin-3-yl)-8-bromo-2,2-dimethyl-2,3-dihydro-4H-benzo[b][1,4]oxazine-4-carboxamide N=1N(N=CC1)C1=C(C=C(C=N1)C1N(C2=C(OC1(C)C)C(=CC=C2)Br)C(=O)N)C(F)(F)F